7-amino-3-(1,3,4-thiadiazole-5-yl)thiomethyl-2-cephem-2-carboxylic acid NC1[C@@H]2N(CC(=C(S2)C(=O)O)CSC2=NN=CS2)C1=O